diDecyl disulfide C(CCCCCCCCC)SSCCCCCCCCCC